N[C@@H]1[C@@H](CCC1)NC1=NC=2N(C(N(C(C2N1C)=O)CC=1NC2=CC=CC(=C2C1)Cl)=O)C 8-((1R,2S)-2-aminocyclopentylamino)-1-((4-chloro-1H-indol-2-yl)methyl)-3,7-dimethyl-1H-purine-2,6(3H,7H)-dione